5-(6-((3-ethyl-2-oxo-1,2-dihydro-1,6-naphthyridin-7-yl)methyl)-2,6-diazaspiro[3.3]heptan-2-yl)-6-fluoro-N-methylpicolinamide C(C)C=1C(NC2=CC(=NC=C2C1)CN1CC2(CN(C2)C=2C=CC(=NC2F)C(=O)NC)C1)=O